CC1=NN(C(=C1CN1CCOCC1)C)C(=O)C=1N=C(C2=C(N1)OC(=C2)C)NC2(CC2)C [3,5-dimethyl-4-(morpholin-4-ylmethyl)-1H-pyrazole-1-carbonyl]-6-methyl-N-(1-methylcyclopropyl)furo[2,3-d]pyrimidin-4-amine